OC1C(C2(CC3=CC(=C(C=C3C2CC1)OC)C)C)=O hydroxy-6-methoxy-7,9a-dimethyl-2,3,4,4a,9,9a-hexahydro-1H-fluoren-1-one